6-{[(1R)-1-(4-chlorophenyl)-1-[(1-cyanocyclopropyl)methoxy]-7-fluoro-5-[1-hydroxy-1-(1-methyl-1H-pyrazol-4-yl)ethyl]-3-oxo-2,3-dihydro-1H-isoindol-2-yl]methyl}pyridine-3-carbonitrile ClC1=CC=C(C=C1)[C@@]1(N(C(C2=CC(=CC(=C12)F)C(C)(C=1C=NN(C1)C)O)=O)CC1=CC=C(C=N1)C#N)OCC1(CC1)C#N